COC1=CC=C(CNC(=O)NC2CC3(C2)CC(C3)CN3C(CCC3)C3=CC=CC=C3)C=C1 1-(4-methoxybenzyl)-3-(6-((2-phenylpyrrolidin-1-yl)methyl)spiro[3.3]heptan-2-yl)urea